2-(3,5-dichloro-4-((3-methyl-4-oxo-3,4-dihydro-phthalazin-1-yl)oxy)phenyl)isoindoline-1,3-dione ClC=1C=C(C=C(C1OC1=NN(C(C2=CC=CC=C12)=O)C)Cl)N1C(C2=CC=CC=C2C1=O)=O